3-(7-fluoro-1-oxo-isoindolin-2-yl)piperidine-2,6-dione FC=1C=CC=C2CN(C(C12)=O)C1C(NC(CC1)=O)=O